3-[8-amino-5-chloro-1-[4-[[4-(trifluoromethyl)-2-pyridyl]carbamoyl]phenyl]-imidazo[1,5-a]pyrazin-3-yl]piperidine-1-carboxylate NC=1C=2N(C(=CN1)Cl)C(=NC2C2=CC=C(C=C2)C(NC2=NC=CC(=C2)C(F)(F)F)=O)C2CN(CCC2)C(=O)[O-]